N1C=NC2=C1C=CC=C2 1H-benzo[d]-imidazol